aza-carbene iron N=[Fe]